COC1=C(C=C(C=N1)C=1C=C2C(=NC=NC2=CC1)N1CCN(CC1)C(=O)OC(C)(C)C)SCCC(=O)OC tert-butyl 4-(6-(6-methoxy-5-((3-methoxy-3-oxopropyl)thio)pyridin-3-yl)quinazolin-4-yl)piperazine-1-carboxylate